tert-butyl 2-[[4-(2-oxa-7-azaspiro[4.4]nonan-7-yl)phenyl]methyl]morpholine-4-carboxylate C1OCCC12CN(CC2)C2=CC=C(C=C2)CC2CN(CCO2)C(=O)OC(C)(C)C